(1R,2R)-2-(6-ethoxypyridin-2-yl)-1-(2-methoxy-5-methylphenyl)-N-(2-methylquinoline-5-sulfonyl)cyclopropane-1-carboxamide C(C)OC1=CC=CC(=N1)[C@H]1[C@@](C1)(C(=O)NS(=O)(=O)C=1C=2C=CC(=NC2C=CC1)C)C1=C(C=CC(=C1)C)OC